Cl.Cl.ClC=1C(=NC2=CC=C(C=C2C1)C=1N=NN(C1)CCN)N1CCNCC1 2-[4-(3-chloro-2-piperazin-1-yl-6-quinolyl)triazol-1-yl]ethanamine dihydrochloride